methyl-trichlorotin C[Sn](Cl)(Cl)Cl